[5-bromo-3-[(S)-1-methyl-2-(3-methyl-oxetan-3-ylamino)-ethyl]-2,4-dioxo-3,4-dihydro Methyl-2H-pyrimidin-1-yl]-acetate BrC=1C(N(C(N(C1C)CC(=O)[O-])=O)[C@H](CNC1(COC1)C)C)=O